3-amino-N-(2-(dimethylphosphoryl)-6-fluorobenzyl)-6-(1-methyl-6-oxo-1,6-dihydropyridin-3-yl)-5-(oxazol-2-yl)pyrazine-2-carboxamide NC=1C(=NC(=C(N1)C=1OC=CN1)C1=CN(C(C=C1)=O)C)C(=O)NCC1=C(C=CC=C1F)P(=O)(C)C